4-methyl-4-(2-pyridyldithio)-pentanoic acid, 2,3,4,5,6-pentafluorophenyl ester CC(CCC(=O)OC1=C(C(=C(C(=C1F)F)F)F)F)(C)SSC1=NC=CC=C1